O=C1NC(CCC1N1C(C2=CC=C(C=C2C1)OC[C@@H]1N(CCCC1)CC1=C(C=CC=C1)N1CCN(CC1)C(=O)OC(C)(C)C)=O)=O tert-butyl 4-(2-(((2R)-2-(((2-(2,6-dioxopiperidin-3-yl)-1-oxoisoindolin-5-yl)oxy)methyl)piperidin-1-yl)methyl)phenyl)piperazine-1-carboxylate